sodium 2-(alpha-n-pentanonyl)benzoic acid salt C(CCCC)(=O)C1=C(C(=O)[O-])C=CC=C1.[Na+]